NC1=NC(=CC(=N1)N[C@H](C)CCC)CC1=CC=C(C=C1)CN1CCNCC1 (R)-2-amino-4-(pentan-2-ylamino)-6-(4-(piperazin-1-ylmethyl)benzyl)pyrimidine